1,3,5-tri(4-formyl-3-hydroxyphenyl)benzene C(=O)C1=C(C=C(C=C1)C1=CC(=CC(=C1)C1=CC(=C(C=C1)C=O)O)C1=CC(=C(C=C1)C=O)O)O